2-[3-ethylsulfonyl-2-[5-oxo-3-(trifluoromethyl)-7H-pyrrolo[3,4-b]pyridin-6-yl]imidazo[1,2-a]pyridin-6-yl]-2-methyl-propionitrile C(C)S(=O)(=O)C1=C(N=C2N1C=C(C=C2)C(C#N)(C)C)N2CC1=NC=C(C=C1C2=O)C(F)(F)F